C(C)(C)(C)OC(=O)N1CC(C1)COC1=NC=C(C=C1)C1=C(C=C(C(=C1)F)N)Cl.C(=C)C1=CC=C(C=C1)S(=O)(=O)[O-].[Na+] sodium 4-vinylbenzenesulfonate tert-Butyl-3-(((5-(4-amino-2-chloro-5-fluorophenyl)pyridin-2-yl)oxy)methyl)azetidine-1-carboxylate